3-divinylphosphinyloxy-4-fluorotetrahydrothiophene-1,1-dioxide C(=C)P(=O)(OC1CS(CC1F)(=O)=O)C=C